3-amino-1-((1r,2s)-2-fluorocyclopropyl)pyridin-2(1H)-one NC=1C(N(C=CC1)[C@H]1[C@H](C1)F)=O